CN1CCC(=CC1)[C@H]1CN(CC1)C(=O)OC(C)(C)C tert-butyl (S)-3-(1-methyl-1,2,3,6-tetrahydropyridin-4-yl)pyrrolidine-1-carboxylate